COCC1=C(C=CC=C1)C1N(CCC(C1)C(F)(F)F)S(=O)(=O)CC1=CC=C(C=C1)C 2-[2-(methoxymethyl)phenyl]-1-[(4-methylbenzyl)sulfonyl]-4-(trifluoromethyl)piperidine